2,6-dibenzyloxy-3-(4,4,5,5-tetramethyl-1,3,2-dioxa-borolan-2-yl)pyridine C(C1=CC=CC=C1)OC1=NC(=CC=C1B1OC(C(O1)(C)C)(C)C)OCC1=CC=CC=C1